3-(4-formylpyrazol-1-yl)benzene-1-carbonitrile C(=O)C=1C=NN(C1)C=1C=C(C=CC1)C#N